[Br-].C(=O)(O)CCCCC1=C(C=CC=C1)P(C1=CC=CC=C1)C1=CC=CC=C1 (4-carboxybutyl)-triphenylphosphine bromide